C1(=CC=C(C=C1)C1=NC(=NC(=N1)C1=CC=C(C=C1)C1=CC=CC=C1)Cl)C1=CC=CC=C1 2,4-bis(biphenyl-4-yl)-6-chloro-1,3,5-triazine